N-[2-(3,3-difluoropyrrolidin-1-yl)-4-(2-fluorophenyl)-3-pyridyl]-3-phenyl-pyrrolidine-1-carboxamide FC1(CN(CC1)C1=NC=CC(=C1NC(=O)N1CC(CC1)C1=CC=CC=C1)C1=C(C=CC=C1)F)F